1-ethyl-3-methylimidazolium hydrogencarbonate C(O)([O-])=O.C(C)N1C=[N+](C=C1)C